C1(=CC=C(C=C1)C1=CC=C(C=C)C=C1)C 4-p-tolyl-styrene